sodium methylenedinaphthalene C(C1=CC=CC2=CC=CC=C12)C1=CC=CC2=CC=CC=C12.[Na]